3-methyl-isoxazole-4-carboxamide CC1=NOC=C1C(=O)N